(4-(3-((3r,5r,7r)-adamantan-1-yl)propyl)piperazin-1-yl)(5-(4-chlorophenyl)-1-(2,4-dichlorophenyl)-4-methyl-1H-pyrazol-3-yl)methanone C12(CC3CC(CC(C1)C3)C2)CCCN2CCN(CC2)C(=O)C2=NN(C(=C2C)C2=CC=C(C=C2)Cl)C2=C(C=C(C=C2)Cl)Cl